[4-(hydroxymethyl) cyclohexyl] methacrylate C(C(=C)C)(=O)OC1CCC(CC1)CO